Ethyl 5-chloro-3-(1-((1-(2-((4-methylphenyl)sulfonamido)ethyl)piperidin-4-yl)methyl)-1H-1,2,3-triazol-4-yl)-1H-indol-2-carboxylat ClC=1C=C2C(=C(NC2=CC1)C(=O)OCC)C=1N=NN(C1)CC1CCN(CC1)CCNS(=O)(=O)C1=CC=C(C=C1)C